Cl[Ru-4](=CC1=C(C=CC=C1)OC(C)C)(=C1N(CCN1C1=C(C=C(C=C1C)C)C)C1=C(C=C(C=C1C)C)C)Cl dichloro[1,3-bis(2,4,6-trimethylphenyl)-2-imidazolidinylidene](2-isopropyloxyphenylmethylene)ruthenium (II)